OC(CC1=C(C(=C(C(=C1)OC[2H])F)F)F)=C1C(OC(OC1=O)(C)C)=O 5-(1-hydroxy-2-(2,3,4-trifluoro-5-(methoxy-d)phenyl)ethylidene)-2,2-dimethyl-1,3-dioxane-4,6-dione